(1S,4R)-3'-(morpholine-4-carbonyl)spiro[bicyclo[2.2.1]heptane-2,1'-cyclohexan] N1(CCOCC1)C(=O)C1CC2(CCC1)[C@H]1CC[C@@H](C2)C1